OC1=CC=C2NC=C(C[C@H](N)C(=O)O)C2=C1 5-hydroxytryptophanE